3,4-dimethylbenzenesulfonic acid CC=1C=C(C=CC1C)S(=O)(=O)O